C(#N)C=1C(=NC(=C(C1CC)C#N)N1CCN(CCC1)C)SC(C(=O)N)C1=CC(=NC=C1F)F 2-((3,5-dicyano-4-ethyl-6-(4-methyl-1,4-diazepan-1-yl)pyridin-2-yl)thio)-2-(2,5-difluoropyridin-4-yl)acetamide